COC1=C(C=CC(=C1)C=1C=NN(C1)C)NC=1N=CC2=C(N1)C(=NC=C2)NCCOC N2-(2-methoxy-4-(1-methyl-1H-pyrazol-4-yl)phenyl)-N8-(2-methoxyethyl)pyrido[3,4-d]pyrimidine-2,8-diamine